2-Bromo-6,7,8,9,10,11-hexahydro-5,9:7,11-dimethano-5H-benzocyclononen BrC=1C=CC2=C(C3CC4CC(CC2C4)C3)C1